6-chloropyridine-2-yl-piperidine ClC1=CC=CC(=N1)N1CCCCC1